(3R,5S)-1-((S)-2-amino-3,3-dimethylbutanoyl)-5-(((S)-1-(4-(4-methyl thiazol-5-yl)phenyl)ethyl)carbamoyl)pyrrolidin-3-yl acetate hydrochloride Cl.C(C)(=O)O[C@H]1CN([C@@H](C1)C(N[C@@H](C)C1=CC=C(C=C1)C1=C(N=CS1)C)=O)C([C@H](C(C)(C)C)N)=O